(R)-(4-(7-fluoropyrazolo[1,5-a]pyridin-2-yl)-6,7-dihydro-1H-imidazo[4,5-c]pyridin-5(4H)-yl)(5-(1-(trifluoromethyl)-1H-pyrazol-3-yl)-1,3,4-oxadiazol-2-yl)methanone FC1=CC=CC=2N1N=C(C2)[C@@H]2N(CCC1=C2N=CN1)C(=O)C=1OC(=NN1)C1=NN(C=C1)C(F)(F)F